C(C)(C)(C)OP(=O)(OC(C)(C)C)OCOC(=O)NCC(=O)O ((((di-tert-butoxyphosphoryl)oxy)methoxy)carbonyl)glycine